cis-2-[4-(cyclopentylamino)phenyl]-1-(2-fluoro-6-methyl-benzoyl)-N-[4-methyl-3-(trifluoromethyl)phenyl]-2,3,4,4a,5,6,7,7a-octahydrocyclopenta[b]pyridine-3-carboxamide C1(CCCC1)NC1=CC=C(C=C1)C1C(CC2C(N1C(C1=C(C=CC=C1C)F)=O)CCC2)C(=O)NC2=CC(=C(C=C2)C)C(F)(F)F